Diethyl 4-iodo-1-[2-(2-naphthyl)-2-oxoethyl]-1H-pyrazole-3,5-dicarboxylate IC=1C(=NN(C1C(=O)OCC)CC(=O)C1=CC2=CC=CC=C2C=C1)C(=O)OCC